ClC=1C=C(C(N(N1)C1CC1)=O)C(F)(F)F 6-chloro-2-cyclopropyl-4-(trifluoromethyl)pyridazin-3(2H)-one